C1(CC1)C1=CC(=CC2=C1N=C(O2)C2=C(C=C(C=C2)N2C[C@H](CC2)C(=O)OC)F)C(=O)N2[C@@H](C1=CC=CC=C1CC2)C Methyl (3S)-1-(4-{4-cyclopropyl-6-[(1R)-1-methyl-1,2,3,4-tetrahydroisoquinoline-2-carbonyl]-1,3-benzoxazol-2-yl}-3-fluorophenyl)pyrrolidine-3-carboxylate